O=C1NC(CCC1N1C(C2=CC=CC(=C2C1=O)SCC(=O)O)=O)=O 2-((2-(2,6-dioxopiperidin-3-yl)-1,3-dioxoisoindoline-4-yl)thio)acetic acid